C(C)C1(CC1)CNC=1N=CC2=C(N(C(C=3C=C(C=CC23)N2CCN(CC2)C)=O)[C@@H]2CC[C@H](CC2)O)N1 trans-3-(((1-Ethylcyclopropyl)methyl)amino)-5-(4-hydroxycyclohexyl)-8-(4-methylpiperazin-1-yl)pyrimido[4,5-c]isoquinolin-6(5H)-one